CC1(OC2[C@@H](O1)O[C@@H]([C@H]2O)COC(C2=CC=CC=C2)(C2=CC=CC=C2)C2=CC=CC=C2)C (3aR,5R,6R)-2,2-dimethyl-5-(trityloxymethyl)-3a,5,6,6a-tetrahydrofuro[2,3-d][1,3]dioxol-6-ol